C(C)C1=NN(C(=C1CC1=NN=NN1C(C1=CC=CC=C1)(C1=CC=CC=C1)C1=CC=CC=C1)CC)CC1=CC=C(N)C=C1 4-((3,5-diethyl-4-((1-trityl-1H-tetrazol-5-yl)methyl)-1H-pyrazol-1-yl)methyl)aniline